(2R)-2-(4-bromophenyl)propan-1-amine hydrochloride Cl.BrC1=CC=C(C=C1)[C@H](CN)C